tert-butyl (1-(4-chloropyridin-2-yl)-2,2,2-trifluoroethyl)carbamate ClC1=CC(=NC=C1)C(C(F)(F)F)NC(OC(C)(C)C)=O